NC1=C(C(=NC=2N1N=CC2CC)S(=O)(=O)C)C#N 7-amino-3-ethyl-5-(methylsulfonyl)pyrazolo[1,5-a]pyrimidine-6-carbonitrile